bis-tripropoxysilyl-dioctyltin C(CC)O[Si](OCCC)(OCCC)[Sn](CCCCCCCC)(CCCCCCCC)[Si](OCCC)(OCCC)OCCC